(1,1'-biphenyl-4-yl)methylamine C1(=CC=C(C=C1)CN)C1=CC=CC=C1